BrC1=C2C(=NC(=NC2=C(C=C1)F)Cl)N(C)C bromo-2-chloro-8-fluoro-N,N-dimethylquinazolin-4-amine